C(C)(=O)C1=C(N(C2=C(C=CC(=C2C1=O)Cl)Br)C(C1=CC=C(C=C1)Br)=O)S(=O)CC1=CC=CC=C1 3-acetyl-2-(benzylsulfinyl)-8-bromo-1-(4-bromobenzoyl)-5-chloroquinolin-4(1H)-one